C1(CCCCC1)NN(CCO)C1CCCCC1 cyclohexylaminyl-N-(2-hydroxyethyl)-cyclohexylamine